COC=O.C1CCCCC1 cyclohexane Methyl-formate